N-(3-((6,7-dimethoxy-4-oxo-3,4-dihydro-phthalazin-1-yl)methyl)phenyl)sulfonamide hydrochloride Cl.COC=1C=C2C(NN=C(C2=CC1OC)CC=1C=C(C=CC1)NS(=O)=O)=O